NCC=1C=C(C=CC1)C1CCN(CC1)C(=O)C=1C=C(C=CC1)NC(C(C1(CCC1)O)O)=O N-(3-(4-(3-(aminomethyl)phenyl)piperidine-1-carbonyl)phenyl)-2-hydroxy-2-(1-hydroxycyclobutyl)acetamide